O=C1N(CCC(N1)=O)C1=C(CN2CCN(CC2)C2=CC=C(C=C2)C2=CC=C3CN(C(C3=C2)=O)C(C(=O)NC=2SC=CN2)C2=C(C=CC(=C2)F)O)C=CC=C1 2-(6-(4-(4-(2-(2,4-dioxotetrahydropyrimidin-1(2H)-yl)benzyl)piperazin-1-yl)phenyl)-1-oxoisoindolin-2-yl)-2-(5-fluoro-2-hydroxyphenyl)-N-(thiazol-2-yl)acetamide